N-[8-(5-methylfuran-2-yl)imidazo[1,2-a]pyrazin-6-yl]cyclopropanecarboxamide CC1=CC=C(O1)C=1C=2N(C=C(N1)NC(=O)C1CC1)C=CN2